N1(N=NC2=C1C=CC=C2)OC=2C1=C(N=C(N2)CC)CN(C1)C(=O)OC(C)(C)C tert-Butyl 4-((1H-benzo[d][1,2,3]triazol-1-yl)oxy)-2-ethyl-5,7-di-hydro-6H-pyrrolo[3,4-d]pyrimidine-6-carboxylate